1-methyl-1H-indol-7-amine CN1C=CC2=CC=CC(=C12)N